4-Cyclopropyl-N-((S)-((R)-3,3-difluorocyclohexyl)(6-(((5R)-2-oxo-5-(trifluoromethyl)piperidin-3-yl)methyl)imidazo[1,2-b]pyridazin-2-yl)methyl)-1,2,5-oxadiazole-3-carboxamide C1(CC1)C=1C(=NON1)C(=O)N[C@H](C=1N=C2N(N=C(C=C2)CC2C(NC[C@@H](C2)C(F)(F)F)=O)C1)[C@H]1CC(CCC1)(F)F